COC=1C=C(CNS(=O)(=O)C)C=CC1N1N=C(C=2C=NC(=CC21)C=2C=NN1C2N=CC=C1)NCCN1CCCCC1 N-(3-methoxy-4-(3-((2-(piperidin-1-yl)ethyl)amino)-6-(pyrazolo[1,5-a]pyrimidin-3-yl)-1H-pyrazolo[4,3-c]pyridin-1-yl)benzyl)methanesulfonamide